FC1=CC=C(C=C1)[C@@H]1CC[C@H]2OC3(C(N21)=O)CC(C3)OC3=CC(=NC=N3)C#N 6-(((1r,3R,5'S,7a'R)-5'-(4-fluorophenyl)-3'-oxotetrahydro-3'H-spiro[cyclobutane-1,2'-pyrrolo[2,1-b]oxazol]-3-yl)oxy)pyrimidine-4-carbonitrile